4-(difluoromethyl)-6-ethynyl-5-methyl-2-(methylthio)pyrimidine FC(C1=NC(=NC(=C1C)C#C)SC)F